2-((2S*,4R*)-4-(3-(tert-Butyl)phenyl)-2-methylpiperidine-1-carbonyl)-7-oxa-5-azaspiro[3.4]octan-6-one C(C)(C)(C)C=1C=C(C=CC1)[C@H]1C[C@@H](N(CC1)C(=O)C1CC2(C1)NC(OC2)=O)C |o1:10,12|